ClC1=C(C=CC=C1C1=C(C(=NC=C1)Cl)Cl)NC(C1=NC=C(C=C1)C(OC)OC)=O N-(2-Chloro-3-(2,3-dichloropyridin-4-yl)phenyl)-5-(dimethoxymethyl)picolinamide